FC=1C=C(CN2[C@@H](CCC2)C(=O)O)C=CC1F 3,4-difluoro-benzyl-proline